C(C)(C)(C)OC(=O)N(C1=CC(=NC(=C1)C)NC1=NC=C(C(=C1F)C=1CCCN(CC1)C(=O)OC(C)(C)C)OC)C tert-butyl 5-[2-[[4-[tert-butoxycarbonyl(methyl)amino]-6-methyl-2-pyridyl]amino]-3-fluoro-5-methoxy-4-pyridyl]-2,3,4,7-tetrahydroazepine-1-carboxylate